2-fluoro-N-(6-methylpyridin-2-yl)-5-(4-methylpyridin-3-yl)benzamide FC1=C(C(=O)NC2=NC(=CC=C2)C)C=C(C=C1)C=1C=NC=CC1C